C[C@@H]1CN([C@H](CO1)C1=CC=C(C=C1)B1OC(C(O1)(C)C)(C)C)C(=O)OC(C)(C)C tert-butyl (2R,5S)-2-methyl-5-(4-(4,4,5,5-tetramethyl-1,3,2-dioxaborolan-2-yl)phenyl)morpholine-4-carboxylate